C(CCCCCCCCCCCC)OC(CCSCCC(=O)OCCCCCCCCCCCCC)=O di(tridecyl)3,3'-thiodipropionate